pyridin-4-carboxylic acid methyl ester COC(=O)C1=CC=NC=C1